Ethyl (R,E)-3-(6-fluoro-5-((2-(3-(2-(3-iodophenyl)-6,6-dimethyl-7-(methylamino)heptan-2-yl)-1-methyl-1H-1,2,4-triazol-5-yl)pyridin-4-yl)oxy)-1H-indol-4-yl)acrylate FC1=C(C(=C2C=CNC2=C1)/C=C/C(=O)OCC)OC1=CC(=NC=C1)C1=NC(=NN1C)[C@](C)(CCCC(CNC)(C)C)C1=CC(=CC=C1)I